C(C)(C)(C)OC(=O)N1C[C@H]([C@H](CC1)F)NC=1OC=2C(=NC(=CC2)Cl)N1 |o1:9,10| rel-cis-3-[(5-chlorooxazolo[4,5-b]pyridin-2-yl)amino]-4-fluoro-piperidine-1-carboxylic acid tert-butyl ester